COC(NC1=NC=CC(=C1)C=1C=NC(=C(C1)C(F)F)OC[C@@](CC(C)C)(C)N)=O (S)-(6-((2-amino-2,4-dimethylpentyl)oxy)-5-(difluoromethyl)-[3,4'-bipyridinyl]-2'-yl)carbamic acid methyl ester